CN(NC)CC=1N(C2=CC=CC=C2C1)CCC(=O)N1CCC(CC1)N(C(CCC(NC(C(NC(C=O)C)=O)C(C)C)=O)=O)CCOCCOCCC(=O)O 11-(1-(3-(2-((1,2-dimethylhydrazinyl)methyl)-1H-indol-1-yl)propanoyl)piperidin-4-yl)-5-isopropyl-2-methyl-1,4,7,10-tetraoxo-14,17-dioxa-3,6,11-triazaicosan-20-oic acid